OC1CC(N(C1)C(C(C(C)C)N1N=NC(=C1)C=1C=NC=NC1)=O)C(=O)NC 4-hydroxy-N-methyl-1-(3-methyl-2-(4-(pyrimidin-5-yl)-1H-1,2,3-triazol-1-yl)butyryl)pyrrolidine-2-carboxamide